C[Si](\C=C(/C1=C(C=CC=C1)[Si](C)(C)C)\C1=CC2=CC=CC=C2C=C1)(C)C (Z)-trimethyl-(2-(naphthalene-2-yl)-2-(2-(trimethylsilyl)phenyl)vinyl)silane